6-(5-(2,2-diethyl-4-oxochroman-6-yl)-1,2,4-oxadiazol-3-yl)benzo[d]oxazol-2(3H)-one C(C)C1(OC2=CC=C(C=C2C(C1)=O)C1=NC(=NO1)C1=CC2=C(NC(O2)=O)C=C1)CC